C(C)(C)(C)OC(=O)N1CC(=CC1)B1OC(C)(C)C(C)(C)O1 1-t-butyloxycarbonyl-2,5-dihydro-1H-pyrrole-3-boronic acid pinacol ester